3-(thiophenyl)indole S1C(=CC=C1)C1=CNC2=CC=CC=C12